C(C)(C)(C)C=1C=C(C=C(C1)C(C)(C)C)C(C(C)(S(=O)N)C)CC1=C(N(C2=CC=CC=C12)S(=O)(=O)C1=CC=CC=C1)CP(C1=CC=CC=C1)C1=CC=CC=C1 3,5-di-tert-butylphenyl-2-diphenylphosphinomethyl-1-phenyl-sulfonyl-1H-indol-3-ylmethyl-2-methylpropan-2-sulfinamide